C(C)OC[C@H](N)C1=CC=C(C=C1)S(=O)(=O)CC (R)-2-ethoxy-1-(4-(ethylsulfonyl)phenyl)ethanamine